4-((3-amino-5-((S)-5-amino-5,7-dihydrospiro[cyclopenta[b]pyridin-6,4'-piperidin]-1'-yl)pyrazin-2-yl)thio)-8-methyl-6,6a,7,8-tetrahydro-9H-imidazo[1,5-d]pyrido[3,2-b][1,4]oxazin-9-one NC=1C(=NC=C(N1)N1CCC2(CC1)[C@@H](C=1C(=NC=CC1)C2)N)SC2=CC=NC1=C2OCC2N1C(N(C2)C)=O